N-carboethoxy-O-acetyl-L-Homoserine C(=O)(OCC)N[C@@H](CCOC(C)=O)C(=O)O